(+)-1-(4-fluoro-phenyl)-3-[(3R*,4S*,5S*)-4-(4-methoxy-phenyl)-5-methyl-2-oxopyrrolidin-3-yl]urea FC1=CC=C(C=C1)NC(=O)N[C@H]1C(N[C@H]([C@@H]1C1=CC=C(C=C1)OC)C)=O |o1:11,14,15|